C1=CC=CC2=CC=CC=C12 Naphthalene